C1=NC(=C2C(=N1)N(C=N2)[C@]3([C@@H]([C@@H]([C@H](O3)CO)O)O)C=O)N AdenosineAl